C1(CCCCCC1)[C@@H](C(=O)NC1=NC=C(C=C1)C1=C(C=NN1C)O)NC(=O)C1=CC=NN1C (S)-N-(1-cycloheptyl-2-((5-(4-hydroxy-1-methyl-1H-pyrazol-5-yl)pyridin-2-yl)amino)-2-oxoethyl)-1-methyl-1H-pyrazole-5-carboxamide